C1(CC1)C1=NNN=C1 4-cyclopropyl-2H-1,2,3-triazole